CC(C1=C(C(=C(C1C)C)C)C)([Zr](C1C=C(C2=CC=CC=C12)C1=CC=CC=C1)=[SiH2])C dimethylsilylene(3-phenyl-1-indenyl)(2,3,4,5-tetramethyl-1-cyclopentadienyl)methylzirconium